COC1(CCNCC1)C1=CC2=C(N(C(N2C)=O)C2C(NC(CC2)=O)=O)C=C1 3-[5-(4-methoxy-4-piperidyl)-3-methyl-2-oxo-benzimidazol-1-yl]piperidine-2,6-dione